2-(2-(3,5-difluorophenyl)acetamido)benzo[d]thiazole-6-carboxylic acid FC=1C=C(C=C(C1)F)CC(=O)NC=1SC2=C(N1)C=CC(=C2)C(=O)O